N-(2-(diisopropylamino)ethyl)-5-(4-hydroxy-3-methoxyphenyl)thiophene-2-carboxamide C(C)(C)N(CCNC(=O)C=1SC(=CC1)C1=CC(=C(C=C1)O)OC)C(C)C